CC(C(C(C([2H])([2H])[2H])(O)[2H])([2H])[2H])C 4-methyl-2-pentanol-d6